4-(3-benzyloxy-4-nitrophenyl)-2,2-dimethyl-5-oxopiperazine-1-carboxylic acid tert-butyl ester C(C)(C)(C)OC(=O)N1C(CN(C(C1)=O)C1=CC(=C(C=C1)[N+](=O)[O-])OCC1=CC=CC=C1)(C)C